ClC=1C=C(C#N)C=C(C1)CCN1C[C@H](NCC1)COC1=CC(=C(C=C1)S(=O)(=O)C)C 3-chloro-5-{2-[(3S)-3-[(4-methanesulfonyl-3-methylphenoxy)methyl]piperazin-1-yl]ethyl}benzonitrile